BrC=1C(N(C=CC1)CCC)=O 3-bromo-1-propylpyridin-2(1H)-one